[C@H]12N(C[C@H](NC1)C2)C2=CC(=C(C=C2)NC2=NC=C(C(=N2)C=2SC=C(C2)S(=O)(=O)C)C(F)(F)F)C2CC2 N-(4-((1R,4R)-2,5-diazabicyclo[2.2.1]heptan-2-yl)-2-cyclopropylphenyl)-4-(4-(methylsulfonyl)thiophen-2-yl)-5-(trifluoromethyl)pyrimidin-2-amine